N-(1-(2-METHOXYETHYL)-1H-INDAZOL-7-YL)-6-(4-METHYL-1H-PYRAZOL-1-YL)PYRIDINE-3-SULFONAMIDE COCCN1N=CC2=CC=CC(=C12)NS(=O)(=O)C=1C=NC(=CC1)N1N=CC(=C1)C